ClC=1C=C(N=NC1)N1C(N([C@@H](C1)C#N)C1=CN=CC2=CC=CC=C12)=O (S)-1-(5-chloropyridazin-3-yl)-3-(isoquinolin-4-yl)-2-oxoimidazoline-4-carbonitrile